6-[2-(cyclopropylcarbamoyl)phenyl]thio-3-[(E)-2-[5-(pyrrolidin-1-ylmethyl)-2-pyridinyl]vinyl]indazole-1-carboxylic acid tert-butyl ester C(C)(C)(C)OC(=O)N1N=C(C2=CC=C(C=C12)SC1=C(C=CC=C1)C(NC1CC1)=O)\C=C\C1=NC=C(C=C1)CN1CCCC1